8-bromo-N-[(3H-imidazo[4,5-c]pyridin-2-yl)methyl]-2-(methylsulfanyl)pyrazolo[1,5-a][1,3,5]triazin-4-amine BrC=1C=NN2C1N=C(N=C2NCC2=NC1=C(C=NC=C1)N2)SC